N-(6-amino-5-methyl-3-pyridyl)-2-[(2R,5S)-2-(3-chloro-5-fluoro-phenyl)-5-methyl-1-piperidyl]-2-oxo-acetamide NC1=C(C=C(C=N1)NC(C(=O)N1[C@H](CC[C@@H](C1)C)C1=CC(=CC(=C1)F)Cl)=O)C